NC=1N=NC(=CC1N1CCC(CC1)C(=O)N(C)C)C1=C(C=CC=C1)O 1-(3-amino-6-(2-hydroxyphenyl)pyridazin-4-yl)-N,N-dimethylpiperidine-4-carboxamide